FC1=C(C(=O)NC(C)(CC(C)(C)C)C)C=C(C(=C1)F)C1=C(C=C(C(=C1)NC(C1=C(C=C(C=C1)F)C(F)(F)F)=O)N1C[C@H](N(CC1)C)C)F 2,4-difluoro-5-[2-fluoro-5-[[4-fluoro-2-(trifluoromethyl)benzoyl]amino]-4-[(3R)-3,4-dimethylpiperazin-1-yl]phenyl]-N-(2,4,4-trimethylpent-2-yl)benzamide